6-chloro-3-ethyl-8-[1-(2-methylsulfonylanilino)ethyl]-2-morpholino-quinazolin-4-one ClC=1C=C2C(N(C(=NC2=C(C1)C(C)NC1=C(C=CC=C1)S(=O)(=O)C)N1CCOCC1)CC)=O